C(#C)C=1C=CC(=NC1)NC1=C(C=C(C=C1)NC(C=C)=O)C1=NN(C=C1)C N-(4-((5-ethynylpyridin-2-yl)amino)-3-(1-methyl-1H-pyrazol-3-yl)phenyl)acrylamide